benzyl (3S,4S)-2'-(2-ethoxypyridin-3-yl)-3-ethyl-1-(2-(trifluoromethyl)phenyl)-6'H-spiro[piperidine-4,5'-[1,7]naphthyridine]-7'(8'H)-carboxylate C(C)OC1=NC=CC=C1C1=NC=2CN(C[C@]3(C2C=C1)[C@@H](CN(CC3)C3=C(C=CC=C3)C(F)(F)F)CC)C(=O)OCC3=CC=CC=C3